8-(6-{[3-(2-Oxo-1-pyrrolidinyl)propyl](3-fluorophenyl)carbonylamino}-3-pyridyl)-1-(2-methoxyethyl)-3-propylxanthine O=C1N(CCC1)CCCN(C1=CC=C(C=N1)C1=NC=2N(C(N(C(C2N1)=O)CCOC)=O)CCC)C(=O)C1=CC(=CC=C1)F